(2S,5S)-3-(4-amino-2-fluorophenylethyl)-2-(1-(4-bromophenyl)-3-(1H-pyrrol-3-yl)-1H-pyrazol-4-yl)-5-methyloxazolidin-4-one NC1=CC(=C(C=C1)CCN1[C@@H](O[C@H](C1=O)C)C=1C(=NN(C1)C1=CC=C(C=C1)Br)C1=CNC=C1)F